pentaerythritol tetrakis(3-(3-chloro-2-hydroxy-propylthio) propionate) ClCC(CSCCC(=O)OCC(COC(CCSCC(CCl)O)=O)(COC(CCSCC(CCl)O)=O)COC(CCSCC(CCl)O)=O)O